N-[1-[5-(3-cyano-6-ethoxy-pyrazolo[1,5-a]pyridin-4-yl)-2-pyridyl]-4-(piperazin-1-ylmethyl)-4-piperidyl]-1-fluoro-cyclopropanecarboxamide C(#N)C=1C=NN2C1C(=CC(=C2)OCC)C=2C=CC(=NC2)N2CCC(CC2)(CN2CCNCC2)NC(=O)C2(CC2)F